(R)-5-(4-amino-3-(4-phenoxyphenyl)-1H-pyrazolo[3,4-d]pyrimidin-1-yl)-3,3-dimethylpiperidine-1-carboxylic acid tert-butyl ester C(C)(C)(C)OC(=O)N1CC(C[C@H](C1)N1N=C(C=2C1=NC=NC2N)C2=CC=C(C=C2)OC2=CC=CC=C2)(C)C